2-[(1R,3R)-3-[(2S,3S)-2-{[(2R)-1-[(tert-Butoxy)carbonyl]piperidin-2-yl]formamido}-3-methyl-N-(pentyloxy)pentanamido]-1-hydroxy-4-methylpentyl]-1,3-thiazole-4-carboxylic acid C(C)(C)(C)OC(=O)N1[C@H](CCCC1)C(=O)N[C@H](C(=O)N(OCCCCC)[C@H](C[C@@H](O)C=1SC=C(N1)C(=O)O)C(C)C)[C@H](CC)C